C(C)(C)C1=C(NC2=CN=C(C(=C21)C)N2CCC(CC2)N2CC(NCC2)=O)C=2C=C(C=1N(C2)N=CN1)C 4-(1-(3-isopropyl-4-methyl-2-(8-methyl-[1,2,4]triazolo[1,5-a]pyridin-6-yl)-1H-pyrrolo[2,3-c]pyridin-5-yl)piperidin-4-yl)piperazin-2-one